1-(2-((4-fluorophenyl)amino)-5-methylpyrimidin-4-yl)-N-(2-hydroxy-1-phenylethyl)-1H-pyrrole-3-carboxamide FC1=CC=C(C=C1)NC1=NC=C(C(=N1)N1C=C(C=C1)C(=O)NC(CO)C1=CC=CC=C1)C